2-(3-chloro-4-(9-((4-chloropyridin-2-yl)methyl)-6-(1-methylcyclopropoxy)-9H-purin-8-yl)phenoxy)-N,N-dimethylethan-1-amine ClC=1C=C(OCCN(C)C)C=CC1C=1N(C2=NC=NC(=C2N1)OC1(CC1)C)CC1=NC=CC(=C1)Cl